methyl (2R,3S)-3-(4-chloro-1H-pyrazol-3-yl)-2-((((CIS)-4-phenylcyclohexyl)-oxy)methyl)-piperidine-1-carboxylate ClC=1C(=NNC1)[C@@H]1[C@@H](N(CCC1)C(=O)OC)CO[C@@H]1CC[C@@H](CC1)C1=CC=CC=C1